NC1CCCC1 (1S,2R)-2-aminocyclopentan